C(=O)N(C1=CC=C(C(N[C@@H](CCC(=O)O)C(=O)O)=O)C=C1)CC1CNC=2N=C(N)NC(=O)C2N1 10-formyltetrahydrofolic acid